NC1=NNC(=C1)CC(=O)NC1=C(C=CC=C1)F 2-(3-amino-1H-pyrazol-5-yl)-N-(2-fluorophenyl)acetamide